1-[1-(2,6-dibenzyloxy-3-pyridinyl)-3,4-dihydro-2H-quinolin-5-yl]piperidin-4-ol C(C1=CC=CC=C1)OC1=NC(=CC=C1N1CCCC2=C(C=CC=C12)N1CCC(CC1)O)OCC1=CC=CC=C1